OC[C@H]1NC([C@@H](N(C2=C(C1)C=CC(=C2)OCC2=CC=C(C=C2)CC(C(=O)N)CCCCCCN)C)C(C)C)=O [(p-{[(2S,5S)-5-(hydroxymethyl)-2-isopropyl-1-methyl-3-oxo-1,2,3,4,5,6-hexahydro-1,4-benzodiazocin-9-yloxy]methyl}phenyl)methyl]8-aminooctanamide